tert-butyl-(2-aminoethoxy)carbamate C(C)(C)(C)OC(NOCCN)=O